C(C1=CC=CC=C1)O[C@@H]1CC2=CC[C@H]3[C@@H]4CC[C@](C(C)=O)([C@]4(CC[C@@H]3[C@]2(CC1)C)C)C 3β-benzyloxy-17α-methyl-pregn-5-en-20-one